OCC(C#N)NC1CC(C1)C1=CC=C(C=C1)C1=CC=C(C=C1)\C=C\[C@@H](CO)N1C(=NC=C1)[C@H](C)O 3-hydroxy-2-((3-(4'-((S,E)-4-hydroxy-3-(2-((S)-1-hydroxyethyl)-1H-imidazol-1-yl)but-1-en-1-yl)-[1,1'-biphenyl]-4-yl)cyclobutyl)amino)propionitrile